OCCCCCC[N+]1=CC(=CC=C1)CCCCCCO 1,3-bis(6-hydroxyhexyl)pyridinium